oxathia-cyclohexadienyl-(oxathiine) S1(=CC=COC1)C=1SOC=CC1